(S)-1-(8-(((5,6-Dichloro-1H-Benzo[d]imidazol-2-yl)methyl)(4-methoxybenzyl)amino)-3-(trifluoromethyl)imidazo[1,2-b]Pyridazin-6-yl)Pyrrolidin-3-ol ClC1=CC2=C(NC(=N2)CN(C=2C=3N(N=C(C2)N2C[C@H](CC2)O)C(=CN3)C(F)(F)F)CC3=CC=C(C=C3)OC)C=C1Cl